2-(3-amino-4-hydroxy-2-trifluoromethylphenyl)-2-(3-hydroxy-4-amino-5-trifluoromethylphenyl)hexafluoropropane NC=1C(=C(C=CC1O)C(C(F)(F)F)(C(F)(F)F)C1=CC(=C(C(=C1)C(F)(F)F)N)O)C(F)(F)F